(2S,4S)-4-cyclohexyl-1-[2-[hydroxy(4-phenylbutyl)phosphoryl]acetyl]pyrrolidine-2-carboxylic acid C1(CCCCC1)[C@@H]1C[C@H](N(C1)C(CP(=O)(CCCCC1=CC=CC=C1)O)=O)C(=O)O